N-({4-[(2R)-1,4-dioxan-2-ylmethoxy]-3-nitrophenyl}sulfonyl)-2-(1H-pyrrolo[2,3-b]pyridin-5-yloxy)benzamide O1[C@H](COCC1)COC1=C(C=C(C=C1)S(=O)(=O)NC(C1=C(C=CC=C1)OC=1C=C2C(=NC1)NC=C2)=O)[N+](=O)[O-]